(-)-N-{2-[5-Chloro-6-(4-Fluorophenyl)-4-(2-Hydroxypropan-2-yl)Pyridin-2-yl]-2-Cyclopropyl-2-Hydroxyethyl}-3-(Difluoromethyl)-8-Methoxyquinoline ClC=1C(=CC(=NC1C1=CC=C(C=C1)F)C(CN1CC(=CC2=CC=CC(=C12)OC)C(F)F)(O)C1CC1)C(C)(C)O